N-allyl-1-(p-methoxyphenyl)ethane-1-imine C(C=C)N=C(C)C1=CC=C(C=C1)OC